CCCCC(=O)OCCCC N-butyl valerate